N-(4-(4-amino-7-(1-isobutyrylpiperidin-4-yl)pyrrolo[2,1-f][1,2,4]triazin-5-yl)phenyl)-5-bromo-6-methyl-2-oxo-2H-[1,2'-bipyridine]-3-carboxamide NC1=NC=NN2C1=C(C=C2C2CCN(CC2)C(C(C)C)=O)C2=CC=C(C=C2)NC(=O)C=2C(N(C(=C(C2)Br)C)C2=NC=CC=C2)=O